CN1C(=NN=C1)C1(CC2(CC2)C1)C=1C=C(C=CC1)N1C(C2=CC(=CC(=C2C1)C(F)(F)F)CN1C[C@H](OCC1)C)=O (R)-2-(3-(5-(4-methyl-4H-1,2,4-triazol-3-yl)spiro[2.3]hexan-5-yl)phenyl)-6-((2-methylmorpholino)methyl)-4-(trifluoromethyl)isoindolin-1-one